(R)-N-[[(2S)-3,4-dihydro-2H-pyran-2-yl]methyl]-2-methyl-propane-2-sulfinamide O1[C@@H](CCC=C1)CN[S@](=O)C(C)(C)C